N-(4-isopropyl-phenyl)-3-(4-methoxyphenyl)pyrazolo[1,5-a]pyrimidin-5-amine C(C)(C)C1=CC=C(C=C1)NC1=NC=2N(C=C1)N=CC2C2=CC=C(C=C2)OC